naphthylbenzothiophene C1(=CC=CC2=CC=CC=C12)C=1SC2=C(C1)C=CC=C2